6-methyl-N-[(1s,4s)-4-{[2-(trifluoromethyl)imidazo[1,2-a]pyridin-5-yl]amino}cyclohexyl]-1-benzothiophene-2-carboxamide CC1=CC2=C(C=C(S2)C(=O)NC2CCC(CC2)NC2=CC=CC=3N2C=C(N3)C(F)(F)F)C=C1